N-[(4S)-chroman-4-yl]-4-(dimethylamino)-8-(2,3,5-trifluorophenyl)-1,7-naphthyridine-3-carboxamide O1CC[C@@H](C2=CC=CC=C12)NC(=O)C=1C=NC2=C(N=CC=C2C1N(C)C)C1=C(C(=CC(=C1)F)F)F